COC1[C@]23[C@@]([C@H]4CC[C@]5([C@H]([C@@H]4C1)CC[C@@H]5[C@@H](CNC(OC)=O)C)C)(CC[C@@H]2C3)C Methyl ((2S)-2-((1aR,3aR,3bS,5aS,6R,8aS,8bS,10aS)-10-methoxy-3a,5a-dimethylhexadecahydrocyclopenta[a]cyclopropa[2,3]cyclopenta[1,2-f]naphthalen-6-yl)propyl)carbamate